CC1=NC=CC=C1OB(O)O (2-methylpyridin-3-yl)boric acid